C(C)C=1N=C(C2=C(N1)C(=CS2)C)N[C@H](CN2CCN(CC2)C(=O)OC(C)(C)C)C tert-butyl 4-[(2S)-2-({2-ethyl-7-methylthieno[3,2-d]pyrimidin-4-yl}amino)propyl]piperazine-1-carboxylate